NCC[N+](C)(C)C 2-aminoethyl-(trimethyl)azanium